ClC1=C(C=C(C=C1)S(NC1CC1)(=O)=O)C1=C(C(=CC=C1)NC(=O)[C@H]1N(C[C@@H](C1)F)C(=O)OC(C)(C)C)F tert-Butyl (2S,4R)-2-((2'-chloro-5'-(N-cyclopropylsulfamoyl)-2-fluoro-[1,1'-biphenyl]-3-yl)carbamoyl)-4-fluoropyrrolidine-1-carboxylate